2,4,6-trimethyl-1-(4-phenylbutoxy)pyridin-1-ium 4-methylbenzenesulfonate CC1=CC=C(C=C1)S(=O)(=O)[O-].CC1=[N+](C(=CC(=C1)C)C)OCCCCC1=CC=CC=C1